BrC=1C(=CC(=C(C1)B(O)O)N1N=CC=C1)OC (5-bromo-4-methoxy-2-pyrazol-1-ylphenyl)boronic acid